(S)-2-(5-(4-(5-fluorobenzo[d]oxazol-2-yl)-4,5,6,7-tetrahydro-1H-imidazo[4,5-c]pyridine-5-carbonyl)-4-methyloxazol-2-yl)-2-methylpropanenitrile FC=1C=CC2=C(N=C(O2)[C@H]2N(CCC3=C2N=CN3)C(=O)C3=C(N=C(O3)C(C#N)(C)C)C)C1